ClC1=C(C=C(C=C1)OC)C1=CC=2NC(N(C(C2S1)=O)C=1C=NC=C2C=CC=NC12)=O 6-(2-chloro-5-methoxyphenyl)-3-(1,6-naphthyridin-8-yl)thieno[3,2-d]pyrimidine-2,4(1H,3H)-dione